C(#N)C=1C(=C(C=CC1CC(C)C)N1C=NC(=C1)C(=O)O)NC 1-(3-cyano-4-isobutyl-methylamino-phenyl)-imidazole-4-carboxylic acid